N-(1-Acryloylazetidin-3-yl)-2-(5-bromo-3-(5-methoxy-1,2,3,4-tetrahydroisoquinoline-2-carbonyl)-1H-indol-1-yl)acetamide C(C=C)(=O)N1CC(C1)NC(CN1C=C(C2=CC(=CC=C12)Br)C(=O)N1CC2=CC=CC(=C2CC1)OC)=O